Tert-butyl (3-acetyl-4-methoxypyrazolo[1,5-a]pyridin-5-yl)carbamate C(C)(=O)C=1C=NN2C1C(=C(C=C2)NC(OC(C)(C)C)=O)OC